3-({[(1R)-6-[(1-benzofuran-6-yl)(methyl)amino]-1,2,3,4-tetrahydronaphthalen-1-yl]methyl}amino)pyridine-4-carboxylic acid methyl ester COC(=O)C1=C(C=NC=C1)NC[C@@H]1CCCC2=CC(=CC=C12)N(C)C1=CC2=C(C=CO2)C=C1